C(C)OC(=O)C=1N(C2=CC=CC=C2C1C1=CC(=C(C=C1)CS(=O)(=O)C)F)CCN1C(OC2(CC(C2)CN)C1)=O (1S)-1-((2R,4S)-(2-(aminomethyl)-6-oxo-5-oxa-7-azaspiro[3.4]oct-7-yl)ethyl)-3-(3-fluoro-4-((methylsulfonyl)methyl)phenyl)-1H-indole-2-carboxylic acid ethyl ester